N-(6-(1-methyl-1H-pyrazol-4-yl)isoquinolin-3-yl)-3-((4-methylpiperazin-1-yl)sulfonyl)benzamide CN1N=CC(=C1)C=1C=C2C=C(N=CC2=CC1)NC(C1=CC(=CC=C1)S(=O)(=O)N1CCN(CC1)C)=O